C(CCC)[N+](CCCCCC)(CCCC)CCCC N,N,N-tributyl-N-hexylammonium